C(CCCCCCC\C=C/CCCCCCCC)OC(CC[NH3+])OCCCCCCCC\C=C/CCCCCCCC dioleyloxypropylammonium